2,6-dibromo-N-(2-methoxyethyl)-N-((2-(trimethylsilyl)ethoxy)methyl)pyridin-4-amine BrC1=NC(=CC(=C1)N(COCC[Si](C)(C)C)CCOC)Br